FC=1C=C2[C@H]3CCCN3C=3C=CN4N=CC(NC([C@@H](CCC2=CC1)C)=O)=C4N3 (6R,15R)-9-fluoro-15-methyl-2,17,20,21,24-pentaazapentacyclo[16.5.2.02,6.07,12.021,25]pentacosane-1(24),7,9,11,18(25),19,22-heptaene-16-one